(tert-butylbiphenylyl)(diphenylfluorenyl)(spirobifluorenyl)amine C(C)(C)(C)C=1C(=C(C=CC1)C1=CC=CC=C1)N(C=1C2(C3=CC4=CC=CC=C4C3=CC1)C=CC=C1C3=CC=CC=C3C=C12)C1=C(C(=CC=2C3=CC=CC=C3CC12)C1=CC=CC=C1)C1=CC=CC=C1